NCCC(O[Si](OC)(OC)C)CCCN beta-aminoethyl-gamma-aminopropyl-methyltrimethoxysilane